C(C)(C)(C)C=1C=C(C=C(C1O)C(C)(C)C)CCC(=O)O.C(C)(C)(C)C=1C=C(C=C(C1O)C(C)(C)C)CCC(=O)O.C(C)(C)(C)C=1C=C(C=C(C1O)C(C)(C)C)CCC(=O)O.C(C)(C)(C)C=1C=C(C=C(C1O)C(C)(C)C)CCC(=O)O.C(CO)O ethylene glycol tetrakis[β-(3,5-di-tert-butyl-4-hydroxyphenyl) propionate]